5-(quinolin-6-yl)-N-(3,3,3-trifluoropropyl)-7H-pyrrolo[2,3-d]pyrimidin-2-amine N1=CC=CC2=CC(=CC=C12)C1=CNC=2N=C(N=CC21)NCCC(F)(F)F